ClC1=CN2C=C(C=C2C=C1)C(=O)N(C)[C@@H](C)C1=CNC(C2=CC(=C(C=C12)F)F)=O (S)-6-chloro-N-(1-(6,7-difluoro-1-oxo-1,2-dihydroisoquinolin-4-yl)ethyl)-N-methylindolizine-2-carboxamide